N,N-bis-(p-tert-butylphenyl)amine C(C)(C)(C)C1=CC=C(C=C1)NC1=CC=C(C=C1)C(C)(C)C